C(C)OS(=O)(=O)[O-].C(C=C)(=O)OCC[N+](CC)(C)C acryloyloxyethyldimethylethyl-ammonium ethylsulfate